1-(3,5-dibromophenyl)-3-(5-chloro-2-hydrazinocarbonylphenyl)-urea BrC=1C=C(C=C(C1)Br)NC(=O)NC1=C(C=CC(=C1)Cl)C(=O)NN